tert-Butyl (4R)-4-[(1S)-5-(6-tert-butyl-5-methyl-pyrrolo[2,3-b]pyrazin-3-yl)-1-isobutyl-5-oxo-pentyl]-2,2-dimethyl-oxazolidine-3-carboxylate C(C)(C)(C)C1=CC=2C(=NC(=CN2)C(CCC[C@@H](CC(C)C)[C@H]2N(C(OC2)(C)C)C(=O)OC(C)(C)C)=O)N1C